(S)-2-((S)-3,3-Difluorocyclopentyl)-2-(4-(2-methyl-2H-tetrazol-5-yl)phenyl)-N-(4,5,6,7-tetrahydrobenzo[d]thiazol-2-yl)acetamide FC1(C[C@H](CC1)[C@H](C(=O)NC=1SC2=C(N1)CCCC2)C2=CC=C(C=C2)C=2N=NN(N2)C)F